2,5-dibromo-3,6-dihydroxyl-p-benzoquinone BrC=1C(C(=C(C(C1O)=O)Br)O)=O